OC=1C(C2=CC=C(C=C2C(C1)=O)N)=O 2-hydroxy-6-amino-1,4-naphthoquinone